ClC1=C(C=CC=C1)C1=C(C(=O)N)C=CC(=C1)NC1=NC(=NC=C1F)NC1=CC=C(C=C1)C(NC1CCN(CC1)CC1CN(CC1)C1=CC=C(C=C1)C1C(NC(CC1)=O)=O)=O (2-chlorophenyl)-4-((2-((4-((1-((1-(4-(2,6-dioxopiperidin-3-yl)phenyl)pyrrolidin-3-yl)methyl)piperidin-4-yl)carbamoyl)phenyl)amino)-5-fluoropyrimidin-4-yl)amino)benzamide